OCC1=C(C(=NN1C)COC)C=1C=CC=C2C(=C(NC12)C(=O)OCC)CCCOC1=CC=CC2=CC=CC=C12 Ethyl 7-[5-(hydroxymethyl)-3-(methoxymethyl)-1-methyl-1H-pyrazol-4-yl]-3-[3-(1-naphthyloxy)propyl]-1H-indole-2-carboxylate